N-(6-(4-cyano-3-fluorophenyl)thiazolo[4,5-b]pyrazin-2-yl)-3-(2-methoxyphenyl)isonicotinamide C(#N)C1=C(C=C(C=C1)C=1N=C2C(=NC1)N=C(S2)NC(C2=C(C=NC=C2)C2=C(C=CC=C2)OC)=O)F